C(C1(C=2C=CC=CC2C2(C3=CC=CC=C3C=3C=C(C=CC23)B(O)O)C2=CC=CC=C12)C([2H])([2H])[2H])([2H])([2H])[2H] (10,10-bis(methyl-d3)-10H-spiro[anthracene-9,9'-fluoren]-3'-yl)boronic acid